NC1=CC=CC(=N1)S(=O)(=O)NC(=O)C=1C(=NC(=CC1OC)C1=CC(=CC(=C1)OCC(C)C)F)N1[C@H](CC[C@H]1C)C N-[(6-Amino-2-pyridyl)sulfonyl]-2-[(2S,5R)-2,5-dimethylpyrrolidin-1-yl]-6-(3-fluoro-5-isobutoxyphenyl)-4-methoxypyridin-3-carboxamid